benzotriazolyltetramethyluronium hexafluorophosphate F[P-](F)(F)(F)(F)F.N1N=NC2=C1C=CC=C2OC(=[N+](C)C)N(C)C